N-(3-Cyano-6-(3-fluorobenzyl)-5,6,7,8-tetrahydro-4H-thieno[2,3-d]azepin-2-yl)-2-(4-sulfamoylphenyl)acetamid C(#N)C1=C(SC=2CCN(CCC21)CC2=CC(=CC=C2)F)NC(CC2=CC=C(C=C2)S(N)(=O)=O)=O